(R)-(7-((4-(methylamino)-3-(trifluoromethyl)-1H-pyrrolo[2,3-b]pyridin-6-yl)amino)-2,3-dihydrobenzofuran-4-yl)(3-morpholinopyrrolidin-1-yl)methanone CNC1=C2C(=NC(=C1)NC1=CC=C(C=3CCOC31)C(=O)N3C[C@@H](CC3)N3CCOCC3)NC=C2C(F)(F)F